nonafluoro-propoxyhexane FC(C(C(C(C(OCCC)(F)F)(F)F)(F)F)(F)F)C